[2-Trifluoromethyl-4-(4-trifluoromethyl-benzylamino)-phenyl]-carbamic acid propyl ester C(CC)OC(NC1=C(C=C(C=C1)NCC1=CC=C(C=C1)C(F)(F)F)C(F)(F)F)=O